4-(aminomethyl)-7-hydroxy-3,4-dihydroquinolin-2(1H)-one NCC1CC(NC2=CC(=CC=C12)O)=O